methyl (3S)-3-(2-(6-((5-fluoro-1,4,5,6-tetrahydropyrimidin-2-yl)amino)-1H-indazole-4-carboxamido)acetamido)-3-(3-iodo-5-(trifluoromethyl)phenyl)propanoate trifluoroacetate FC(C(=O)O)(F)F.FC1CN=C(NC1)NC=1C=C(C=2C=NNC2C1)C(=O)NCC(=O)N[C@@H](CC(=O)OC)C1=CC(=CC(=C1)C(F)(F)F)I